5-[3,5-dimethyl-4-(morpholin-4-ylmethyl)-1H-pyrazole-1-carbonyl]-6-methyl-N-(1-methylcyclopropyl)furo[2,3-d]pyrimidin-4-amine CC1=NN(C(=C1CN1CCOCC1)C)C(=O)C1=C(OC=2N=CN=C(C21)NC2(CC2)C)C